ClC=1C=C(C=C2C(=C(C=NC12)C#N)NCC(C)(C)C)N[C@@H](C1=C2C=CC=NC2=CC=C1)C=1N=NN(C1)C1CC1 (S)-8-chloro-6-(((1-cyclopropyl-1H-1,2,3-triazol-4-yl)(quinolin-5-yl)methyl)amino)-4-(neopentylamino)quinoline-3-carbonitrile